oleylsarcosinic acid C(CCCCCCC\C=C/CCCCCCCC)N(C)CC(=O)O